2-(4-(4-acryloyl-piperazin-1-yl)-6-chloro-quinazolin-7-yl)benzene-sulfonamide C(C=C)(=O)N1CCN(CC1)C1=NC=NC2=CC(=C(C=C12)Cl)C1=C(C=CC=C1)S(=O)(=O)N